2-{[4-({5-[(2,4-dichlorophenoxy)methyl]furan-2-yl}methyl)-1,2,3,6-tetrahydropyridin-1-yl]methyl}-1-{[(2S)-oxetan-2-yl]methyl}-1H-1,3-benzodiazole-6-carboxylic acid ClC1=C(OCC2=CC=C(O2)CC=2CCN(CC2)CC2=NC3=C(N2C[C@H]2OCC2)C=C(C=C3)C(=O)O)C=CC(=C1)Cl